BrC=1C=CC=C2C(CSCC12)=O 8-bromoisothiochroman-4-one